CCCCCCCCCCCCCCCCCC(=O)OC[C@H](COP(=O)(O)OC[C@@H](C(=O)O)N)OC(=O)C/C=C\\C/C=C\\C/C=C\\C/C=C\\C/C=C\\C/C=C\\CCC The molecule is a 3-sn-phosphatidyl-L-serine in which the phosphatidyl acyl groups at positions 1 and 2 are specified as octadecanoyl and (3Z,6Z,9Z,12Z,15Z,18Z)-docosahexaenoyl respectively.